BrC1=CN2C(S1)=C(C=N2)C(=O)NC=2C(=NC=C(C(=O)O)C2)C 5-(2-bromopyrazolo[5,1-b]thiazole-7-carboxamido)-6-methylnicotinic acid